O1CCC(CC1)N1C(C2=C(C(=C1)C(=O)OC)NC=C2)=O methyl 5-(oxan-4-yl)-4-oxo-1H,4H,5H-pyrrolo[3,2-c]pyridine-7-carboxylate